CN(C1(CCC2(CN(C(N2)=O)C2=C(C#N)C=CN=C2)CC1)C1=CC=CC=C1)C 3-(8-dimethylamino-2-oxo-8-phenyl-1,3-diazaspiro[4.5]decan-3-yl)-isonicotinonitrile